FC(C=1C=CC(=NC1)N1CCCCC1)(F)F (R)-1-(5-(trifluoromethyl)pyridin-2-yl)piperidin